CC1=NC(=CC(=C1)OCCC(C(=O)N)C)NC=1SC(=CN1)C1=CC=CC=C1 [2-[[2-methyl-6-[(5-phenylthiazol-2-yl)amino]-4-pyridyl]oxy]ethyl]propanamide